5-(3-((5-chloro-6-methoxypyridin-3-yl)ethynyl)phenoxy)-1H-1,2,3-triazole-4-carboxylic acid ClC=1C=C(C=NC1OC)C#CC=1C=C(OC2=C(N=NN2)C(=O)O)C=CC1